C(N)(=O)C=1C=C(C=CC1)C(C)(C)NC(=O)C1=NN(C2=CC=CC=C12)CC1=CC=C(C=C1)F N-[2-(3-carbamoylphenyl)propan-2-yl]-1-[(4-fluorophenyl)methyl]-1H-indazole-3-carboxamide